ClC1=C(NC2=NSC=3C2=NC=C(N3)C=NC(C(=O)O)(CO)C)C=CC=C1C1=CC3=C(OCCO3)C=C1 2-((3-(2-chloro-3-(1,4-benzodioxan-6-yl)anilino)isothiazolo[4,5-b]pyrazin-6-ylmethylene)amino)-2-methyl-3-hydroxypropionic acid